C(#N)C1=C(SC2=C1C(=NC=C2F)C=2C1=C(C=3C=NC(=NC3C2F)N2C[C@@H]([C@H](C2)F)N(C)C)COC1)NC(OC(C)(C)C)=O tert-Butyl (3-cyano-4-(3-((3S,4S)-3-(dimethylamino)-4-fluoropyrrolidin-1-yl)-5-fluoro-7,9-dihydrofuro[3,4-f]quinazolin-6-yl)-7-fluorothieno[3,2-c]pyridin-2-yl)carbamate